CN(C)CC1(CC1)NC([C@H](C)C1=CC=CC=C1)=O (R)-N-(1-((dimethylamino)methyl)cyclopropyl)-2-phenylpropanamide